N1N=C(C=C1)B(O)O 1H-pyrazol-3-ylboronic acid